2-((1-(2-(4-isobutyrylpiperazin-1-yl)-6-methyl-4-oxo-4H-chromen-8-yl)ethyl)amino)benzoic acid C(C(C)C)(=O)N1CCN(CC1)C=1OC2=C(C=C(C=C2C(C1)=O)C)C(C)NC1=C(C(=O)O)C=CC=C1